ClC=1C=NN2C1N=C(C=C2N)C(F)F 3-chloro-5-(difluoromethyl)pyrazolo[1,5-a]pyrimidin-7-amine